IC1(C(C(=O)O)C(=C(C(=C1)I)N)I)C(=O)O 2,4,6-triiodo-5-aminophthalic acid